5,8-difluoro-N-[2-(2-fluoro-4-{[4-(trifluoromethyl)pyridin-2-yl]oxyl}-phenyl)ethyl]quinazolin-4-amine FC1=C2C(=NC=NC2=C(C=C1)F)NCCC1=C(C=C(C=C1)OC1=NC=CC(=C1)C(F)(F)F)F